4-(1-(4-fluorobenzyl)-1H-pyrrolo[2,3-b]pyridin-6-yl)-3,5-dimethylisoxazole FC1=CC=C(CN2C=CC=3C2=NC(=CC3)C=3C(=NOC3C)C)C=C1